NC1CCC(CC1)NC1=NC2=CC=C(C=C2C=N1)C1=CC=C(N=N1)NS(=O)(=O)C1=C(C=CC=C1)Cl N-(6-(2-(((1r,4r)-4-aminocyclohexyl)amino)-quinazolin-6-yl)-pyridazin-3-yl)-2-chlorobenzene-sulfonamide